2-(2-amino-3,5,6-trichloro-phenyl)-2,2-difluoro-acetic acid NC1=C(C(=C(C=C1Cl)Cl)Cl)C(C(=O)O)(F)F